C(#N)C(C)(C=1C=NC=C(C1)F)NC(=O)[C@@H]1[C@H]2C([C@H]2CN1C([C@H](C(C)(C)C)NC(C(F)(F)F)=O)=O)(C)C (1R,2S,5S)-N-[1-cyano-1-(5-fluoro-3-pyridyl)ethyl]-3-[(2S)-3,3-dimethyl-2-[(2,2,2-trifluoroacetyl)amino]butanoyl]-6,6-dimethyl-3-azabicyclo[3.1.0]hexane-2-carboxamide